N[C@H](CN[C@H](C(=O)OC)C[C@H]1C(NCC1)=O)CC(C)(C)C methyl (2S)-2-[[(2S)-2-amino-4,4-dimethyl-pentyl]amino]-3-[(3S)-2-oxopyrrolidin-3-yl]propanoate